C(OC1=C(C=C(C=C1)[N+](=O)[O-])[C@@H]1CN(C(C1)=O)CCOC)([O-])=O [(3R)-1-(2-methoxyethyl)-5-oxo-pyrrolidin-3-yl](4-nitrophenyl) carbonate